6-methyl-4-[(1-methylcyclopropyl)amino]-N-[(2-methylpyrimidin-4-yl)methyl]furo[2,3-d]pyrimidine-5-carboxamide CC1=C(C2=C(N=CN=C2NC2(CC2)C)O1)C(=O)NCC1=NC(=NC=C1)C